C(C)OC(CC1CCN(CC1)C1=C(C=C(C=C1F)C1=CSC(=C1)COCC1CC1)F)=O {1-[4-(5-Cyclopropylmethoxymethyl-thiophen-3-yl)-2,6-difluoro-phenyl]-piperidin-4-yl}-acetic acid ethyl ester